isopropyl 2-azaspiro[3.3]heptane-6-carboxylate C1NCC12CC(C2)C(=O)OC(C)C